tert-butyl 4-(chlorocarbonyl)-1H-imidazole-1-carboxylate ClC(=O)C=1N=CN(C1)C(=O)OC(C)(C)C